C(C=C)(=O)OC1=C(C=C(C=C1C(C)(C)CC)C(C)(C)CC)C(C)C1=C(C(=CC(=C1)C(C)(C)CC)C(C)(C)CC)O 2-(1-(2-hydroxy-3,5-di-tert-pentyl-phenyl) ethyl)-4,6-di-tert-pentyl-phenyl acrylate